CC/C=C/CCCCC/C=C/C=C/C=C/C=C/C=C/CCC(=O)O 19-docosahexaenoic acid